ClC=1C=CC(=C(C(=O)NC2=CC(NC=C2)=O)C1)OC1=C(C=C(C=C1)F)C 5-chloro-2-(4-fluoro-2-methylphenoxy)-N-(2-oxo-1,2-dihydropyridin-4-yl)benzamide